CN1C[C@@H](NCCC1)C (3S)-1,3-dimethyl-1,4-diazepane